tert-Butyl 10-((2-oxo-4-phenyl-2,5-dihydro-1H-pyrrol-1-yl)methyl)-7-azaspiro[4.5]decane-7-carboxylate O=C1N(CC(=C1)C1=CC=CC=C1)CC1CCN(CC12CCCC2)C(=O)OC(C)(C)C